3,6,9,12-tetraoxatetradecane-1-ol C(COCCOCCOCCOCC)O